O1C(COCC1)C(=O)N1CCC(=CC1)C#C[Si](C)(C)C (1,4-dioxane-2-yl)(4-((trimethylsilyl)ethynyl)-3,6-dihydropyridine-1(2H)-yl)methanone